CN1N=C2C(=CC(=CC2=C1)C=1N=C2C(=NC1)N=C(S2)N(C2CC(NC(C2)(C)C)(C)C)C)C 6-(2,7-Dimethyl-2H-indazol-5-yl)-N-methyl-N-(2,2,6,6-tetramethylpiperidin-4-yl)[1,3]thiazolo[4,5-b]pyrazin-2-amin